C(CCCCCCCCCCCCCCCCCCC)OS(O)(=O)=O eicosyl-sulfuric acid